ClC1=CC=C(C=C1)C1=NN(CC1C1=CC=CC=C1)C(=NS(=O)(=O)C1=CC=C(C=C1)Cl)NC1CCC(CC1)S(N)(=O)=O 3-(4-chlorophenyl)-N'-((4-chlorophenyl)sulfonyl)-4-phenyl-N-((1r,4R)-4-sulfamoylcyclohexyl)-4,5-dihydro-1H-pyrazole-1-carboxamidine